C(C)C1(CCNCC1)C=1OC2=C(N1)C=C(C=C2)C 2-(4-Ethylpiperidin-4-yl)-5-methyl-1,3-benzoxazole